(3-(((tetrahydro-2H-pyran-4-yl)sulfonyl)methylene)azetidin-1-yl)methanone O1CCC(CC1)S(=O)(=O)C=C1CN(C1)C=O